3,4,5-trimethoxybenzyl-phosphorus bromide COC=1C=C(CP(Br)Br)C=C(C1OC)OC